tert-butyl 4-(4-(3-((3-amino-6-(5-fluoro-2-hydroxyphenyl)pyridazin-4-yl)oxy)piperidin-1-yl)phenyl)piperazine-1-carboxylate NC=1N=NC(=CC1OC1CN(CCC1)C1=CC=C(C=C1)N1CCN(CC1)C(=O)OC(C)(C)C)C1=C(C=CC(=C1)F)O